thiophenate silicon [Si+4].S1C(=CC=C1)C(=O)[O-].S1C(=CC=C1)C(=O)[O-].S1C(=CC=C1)C(=O)[O-].S1C(=CC=C1)C(=O)[O-]